CC=1OC2=C(N1)C=CC(=C2)C(=O)O 2-methylbenzo[d]oxazole-6-carboxylic acid